COC(C1=CC(=C(C(=C1)[N+](=O)[O-])Cl)OCC1=CC=C(C=C1)OC)=O.ClC=1C=NC(=NC1)N[C@H]1CN(CC1)C1=NC(=NC2=CC(=CC=C12)NC(C=C)=O)OC (R)-N-(4-(3-((5-chloropyrimidin-2-yl)amino)pyrrolidin-1-yl)-2-methoxyquinazolin-7-yl)acrylamide methyl-4-chloro-3-((4-methoxybenzyl)oxy)-5-nitrobenzoate